CC1(N(CC(C1)CCCNC1=NC=C(C=C1)S(N)(=O)=O)C(=O)OC(C)(C)C)C tert-Butyl 2,2-dimethyl-4-[3-[(5-sulfamoyl-2-pyridyl)amino]propyl]pyrrolidine-1-carboxylate